2-cyano-1-(5-(1-(2,6-dimethoxybenzoyl)pyrrolidine-3-yl)pentyl)-3-(4-pyridinyl)guanidine C(#N)N=C(NCCCCCC1CN(CC1)C(C1=C(C=CC=C1OC)OC)=O)NC1=CC=NC=C1